C(C)OC(=O)C=1C(C=C2N(C(CN3N=C4C(=CC=CC4=C32)OC(F)F)C(C)(C)C)C1)=O 6-(tert-butyl)-10-(difluoromethoxy)-2-oxo-6,7-dihydro-2H-pyrido[2',1':3,4]pyrazino[1,2-b]indazole-3-carboxylic acid ethyl ester